[Si](C)(C)(C(C)(C)C)OCC=1SC(=C(N1)C(F)(F)F)C1=NC(=NC=C1F)Cl 2-(((tert-butyldimethylsilyl)oxy)methyl)-5-(2-chloro-5-fluoropyrimidin-4-yl)-4-(trifluoromethyl)thiazole